CN1N=C(C(=C1)C1=NN2C(=NC=3C(=CC=CC3C2=N1)C(F)(F)F)NC=1C(N=CC=NC1)=O)C (6S)-6-{[2-(1,3-dimethyl-1H-pyrazol-4-yl)-7-(trifluoromethyl)[1,2,4]triazolo[1,5-c]quinazolin-5-yl]amino}-1,4-diazepin-5-one